Cl.N[C@@H](C(C)C)C(=O)N1[C@@H]([C@H]2C([C@H]2C1)(C)C)C(=O)O (1R,2S,5S)-3-(L-valyl)-6,6-dimethyl-3-azabicyclo[3.1.0]hexane-2-carboxylic acid hydrochloride